6-Acetyl-1,1,2,4,4,7-Hexamethyltetrahydronaphthalene C(C)(=O)C=1CC2C(CC(C(C2=CC1C)(C)C)C)(C)C